C(C)NC(=O)N1CCCOC2=CC=C(C=C2[C@H]2CCCN2C=2C=CN3N=CC(C1)=C3N2)F (6R)-N-ethyl-9-fluoro-13-oxa-2,17,21,22,25-pentaazapentacyclo[17.5.2.02,6.07,12.022,26]hexacosa-1(25),7,9,11,19(26),20,23-heptaene-17-carboxamide